N1-(4-amino-1-((2-(trimethylsilyl)ethoxy)methyl)-1H-pyrazolo[4,3-c]pyridin-7-yl)-N2-((5-cyanopyridin-2-yl)methyl)-N2-(pyrimidin-2-ylmethyl)oxalamide NC1=NC=C(C2=C1C=NN2COCC[Si](C)(C)C)NC(C(=O)N(CC2=NC=CC=N2)CC2=NC=C(C=C2)C#N)=O